CN(C/C=C/C(=O)N1C=CC=C1)C (3S)-1-[(E)-4-(dimethylamino)but-2-enoyl]pyrrole